C1=C(C=CC=CCCCCCCCCCCCCCC(=O)O)O1 epoxy-eicosatrienoic acid